(S)-2-((6-((4-chloro-2-fluorobenzyl)oxy)-5'-fluoro-2'-oxo-[2,4'-bipyridin]-1'(2'H)-yl)methyl)-1-(4,4-dimethyltetrahydrofuran-3-yl)-4-fluoro-1H-benzo[d]imidazole-6-carboxylic acid ClC1=CC(=C(COC2=CC=CC(=N2)C2=CC(N(C=C2F)CC2=NC3=C(N2[C@@H]2COCC2(C)C)C=C(C=C3F)C(=O)O)=O)C=C1)F